CC1=C(C=C(C=C1)NC(=O)C1=NC=CC(=C1)C(F)(F)F)C1=CC2=C(N=C(N=C2)NC2=CC(=NC=C2)C)N2C1=NCC2 N-(4-methyl-3-(2-((2-methylpyridin-4-yl)amino)-8,9-dihydroimidazo[1',2':1,6]pyrido[2,3-d]pyrimidin-6-yl)phenyl)-4-(trifluoromethyl)pyridineamide